ClC1=CC2=C(S1)[C@@]1(C[C@@H](N(CC1)C(=O)OC(C)(C)C)C)OCC2(O)C(F)F tert-butyl (2'S,7R)-2-chloro-4-(difluoromethyl)-4-hydroxy-2'-methyl-spiro[5H-thieno[2,3-c]pyran-7,4'-piperidine]-1'-carboxylate